C1(CCC1)C=1NC(=NN1)C1CC2(CN(C2)C(=O)N2CC3(C2)CC(C3)CC=3C=NC(=CC3)C(F)(F)F)C1 [6-(5-cyclobutyl-4H-1,2,4-triazol-3-yl)-2-azaspiro[3.3]heptan-2-yl]-[6-[[6-(trifluoromethyl)-3-pyridyl]methyl]-2-azaspiro[3.3]heptan-2-yl]methanone